C(C)C1=CC=C(C=C1)C1=C(C(NC2=CC=CC=C12)=O)C 4-(4-Ethylphenyl)-3-methylquinolin-2(1H)-one